1-[5-tert-butyl-2-(2-methylpyridin-5-yl)-2H-pyrazol-3-yl]-3-[4-(3-morpholin-4-yl-prop-1-yl)naphthalen-1-yl]-urea C(C)(C)(C)C=1C=C(N(N1)C=1C=CC(=NC1)C)NC(=O)NC1=CC=C(C2=CC=CC=C12)CCCN1CCOCC1